C(#CC)O\N=C(/COC1=CC(=NN1C)C(F)(F)F)\C1=C(C=C(C=C1)Cl)Cl (Z)-1-(2,4-dichlorophenyl)-2-((1-methyl-3-(trifluoromethyl)-1H-pyrazol-5-yl)oxy)ethan-1-one-O-propyn-1-yl oxime